6-(1-{2-amino-1-[p-(trifluoromethyl)phenyl]ethyl}-3,5-dimethyl-1H-pyrazol-4-yl)-5-(p-chlorophenyl)-4-pyrimidinamine NCC(C1=CC=C(C=C1)C(F)(F)F)N1N=C(C(=C1C)C1=C(C(=NC=N1)N)C1=CC=C(C=C1)Cl)C